C(C)(=O)OCC\C=C/CCCCCC (Z)-3-Decenyl acetate